N-(5-(2-(((1r,4r)-4-(dimethylamino)cyclohexyl)amino)-8-ethylquinazolin-6-yl)-6-methoxypyridin-2-yl)-2-methylbenzenesulfonamide CN(C1CCC(CC1)NC1=NC2=C(C=C(C=C2C=N1)C=1C=CC(=NC1OC)NS(=O)(=O)C1=C(C=CC=C1)C)CC)C